(S)-2-(5-((4-((2-chloro-5-(5-((4,4-difluoropiperidin-1-yl)methyl)pyrazin-2-yl)pyridin-4-yl)amino)butan-2-yl)oxy)-1,3-dimethyl-1H-pyrazol-4-yl)pyrimidin-4-amine ClC1=NC=C(C(=C1)NCC[C@H](C)OC1=C(C(=NN1C)C)C1=NC=CC(=N1)N)C1=NC=C(N=C1)CN1CCC(CC1)(F)F